1-(1-ethoxydecyl)-1H-benzo[d][1,2,3]triazole C(C)OC(CCCCCCCCC)N1N=NC2=C1C=CC=C2